3-(2-hydroxyethyl)imidazolium chloride [Cl-].OCC[N+]1=CNC=C1